FC=1C=C(C=C(C1)F)C(CCCO)NC(=O)C1(CCN(CC1)C(=O)OC(C)(C)C)O tert-butyl 4-((1-(3,5-difluorophenyl)-4-hydroxybutyl) carbamoyl)-4-hydroxypiperidine-1-carboxylate